ClC1=C2C[C@H](OC(C2=C(C(=C1)C(=O)N[C@H](C(=O)O)CC(=O)O)O)=O)C (2S)-2-[[(3R)-5-chloro-8-hydroxy-3-methyl-1-oxo-3,4-dihydroisochromen-7-carbonyl]amino]butanedioic acid